C(C)OC(=O)C1=C(SC=C1C)NC(=O)NC1=C(C(=CC=C1)C(=O)OCC)F 2-(3-(3-(ethoxycarbonyl)-2-fluorophenyl)ureido)-4-methylthiophene-3-carboxylic acid ethyl ester